(1-(5-methylpyrimidin-2-yl)piperidin-4-yl)(5-phenyl-4,5-dihydro-1H-pyrazol-1-yl)methanone CC=1C=NC(=NC1)N1CCC(CC1)C(=O)N1N=CCC1C1=CC=CC=C1